C(C)(C)OC(CC=1NC2=CC=CC=C2C1CCNC(C)=O)=O 2-[3-(2-(acetylamino)-ethyl)-1H-indol-2-yl]-acetic acid isopropyl ester